CN([C@@H](C(=O)NC)C1=CC=CC=C1)C (R)-2-(dimethylamino)-N-methyl-2-phenylacetamide